methyl 1-[(1R,2R)-2-hydroxycyclopentyl]pyrazole-4-carboxylate O[C@H]1[C@@H](CCC1)N1N=CC(=C1)C(=O)OC